1-(5-Fluoro-2-nitrophenyl)-5-methylpyrrolidin-2-one FC=1C=CC(=C(C1)N1C(CCC1C)=O)[N+](=O)[O-]